3-(2-imino-4-oxothiazolidin-3-yl)-4-isopropylbenzonitrile N=C1SCC(N1C=1C=C(C#N)C=CC1C(C)C)=O